3-(tert-butyl)-6-(2,5-dichloropyrimidin-4-yl)imidazo[1,2-a]pyridine C(C)(C)(C)C1=CN=C2N1C=C(C=C2)C2=NC(=NC=C2Cl)Cl